N,N-dimethylneopentanediamine CC(C)(CN)CN(C)C